OC1(CCC(CC1)C1N=C2C=C(C(=CC2=C1)NC(=O)C1=NC(=CC=C1)C(F)(F)F)OC)COCCC1CCN(CC1)C(=O)OCC1=CC=CC=C1 benzyl 4-(2-(((1S,4S)-1-hydroxy-4-(6-methoxy-5-(6-(trifluoromethyl)pyridinecarboxamido)-2H-indol-2-yl)cyclohexyl)methoxy)ethyl)piperidine-1-carboxylate